C(C)C=1N=NN(N1)C=1C(=CC2=C(NC([C@H](CS2)NC(OC(C)(C)C)=O)=O)C1)F tert-butyl N-[(3R)-7-(5-ethyltetrazol-2-yl)-8-fluoro-4-oxo-3,5-dihydro-2H-1,5-benzothiazepin-3-yl]carbamate